Cl.FC=1C=C2C=NC(=NC2=CC1)N1CC2CNCC2C1 6-fluoro-2-(hexahydropyrrolo[3,4-c]pyrrol-2(1H)-yl)quinazoline hydrochloride